(-)-1-hydroxy-3-propylamine sulfate S(=O)(=O)(O)O.OCCCN